tert-butyl (2R,4R)-4-hydroxy-2-methyl-pyrrolidine-1-carboxylate O[C@@H]1C[C@H](N(C1)C(=O)OC(C)(C)C)C